N1(CC12CCCCC2)C(=O)N azaspiro[2.5]octane-1-carboxamide